2-(6-(1,7-diazaspiro[3.5]nonan-1-yl)pyridazin-3-yl)-5-(1H-pyrazol-4-yl)phenol N1(CCC12CCNCC2)C2=CC=C(N=N2)C2=C(C=C(C=C2)C=2C=NNC2)O